(2r,4s)-1-acetyl-4-(3-(cyclopropylmethoxy)-4-(difluoromethoxy)phenoxy)pyrrolidine-2-carboxylic acid C(C)(=O)N1[C@H](C[C@@H](C1)OC1=CC(=C(C=C1)OC(F)F)OCC1CC1)C(=O)O